BrC=1C=2N(C=C(C1)C=1C=NN(C1)C[C@H]1CN(CCC1)C(=O)OC(C)(C)C)N=CC2C#N tert-butyl (3R)-3-[[4-(4-bromo-3-cyano-pyrazolo[1,5-a]pyridin-6-yl) pyrazol-1-yl] methyl]piperidine-1-carboxylate